C1CC12OCCN(C2)CC2(CC2)CO (1-((4-oxa-7-azaspiro[2.5]oct-7-yl)methyl)cyclopropyl)methanol